(3-amino-5-fluoro-4-nitrophenyl)-methylacetamide NC=1C=C(C=C(C1[N+](=O)[O-])F)C(C(=O)N)C